ClC1=CC(=C2C=NNC2=C1)C1(C=C2C(CN(C2)C(=O)NC2=CC=C(C=C2)Cl)=C1)O (3ar,5r,6as)-5-(6-chloro-1H-indazol-4-yl)-N-(4-chlorophenyl)-5-hydroxycyclopenta[c]pyrrole-2(1H)-carboxamide